2,5-dioxopyrrolidin-1-yl 3-(2-(2-azidoethoxy)ethoxy)propanoate N(=[N+]=[N-])CCOCCOCCC(=O)ON1C(CCC1=O)=O